(1s,2r,5r)-5-(4-amino-7H-pyrrolo[2,3-d]pyrimidin-7-yl)-3-(((6-(difluoromethyl)-1,2,3,4-tetrahydroisoquinolin-8-yl)oxy)methyl)cyclopent-3-ene-1,2-diol NC=1C2=C(N=CN1)N(C=C2)[C@@H]2C=C([C@H]([C@H]2O)O)COC=2C=C(C=C1CCNCC21)C(F)F